C(=O)O.C(C)C1=C(C=CC(=C1)O)N=C(N)C1=C(C=2N(N=C1)C=C(C2)C=2C=NC(=CC2C)OC)NCC2(COC2)F N'-(2-ethyl-4-hydroxy-phenyl)-4-[[(3-fluorooxetan-3-yl)methyl]amino]-6-(6-methoxy-4-methyl-3-pyridyl)pyrrolo[1,2-b]pyridazine-3-carboxamidine formic acid salt